ClC1=CC=C(CCN[C@H](C(=O)C2=CNC3=CC(=CC=C23)OC)C2=CC=CC=C2)C=C1 |r| (S)- and (R)-2-((4-chlorophenethyl)amino)-1-(6-methoxy-1H-indol-3-yl)-2-phenylethan-1-one